N-methyl-N-hydroxyethyl-benzylamine CN(CCO)CC1=CC=CC=C1